CNS(=O)(=O)NC(N)=O 3-(methylsulfamoyl)urea